methyl 5-(isobutylcarbamoyl)-2-(8-((4-(1-phenylethyl)-1H-indol-5-yl)carbamoyl)-4H-thieno[3,2-c]chromen-7-yl)benzoate C(C(C)C)NC(=O)C=1C=CC(=C(C(=O)OC)C1)C=1C(=CC=2C3=C(COC2C1)C=CS3)C(NC=3C(=C1C=CNC1=CC3)C(C)C3=CC=CC=C3)=O